ClC=1C(=NNC1[N+](=O)[O-])[N+](=O)[O-] 4-chloro-3,5-dinitro-1H-pyrazole